BrC1=NC=2N(CCNC2)C1 2-bromo-6,7-dihydroimidazo[1,2-a]pyrazine